CN1C=CC=2C1=NC=CC2C2=NC=C(C1=C2CNC1=O)NC1=NC(=C(C=C1)C1COCC1)CN1CCCC1 4-(1-methylpyrrolo[2,3-b]pyridin-4-yl)-7-[[6-(pyrrolidin-1-ylmethyl)-5-tetrahydrofuran-3-yl-2-pyridyl]amino]-2,3-dihydropyrrolo[3,4-c]pyridin-1-one